CC(C)(C)OC(=O)N1CCCC[C@H]1C(=O)O N-Boc-L-pipecolinic acid